pentafluoroethoxymethyl α-fluoroacrylate FC(C(=O)OCOC(C(F)(F)F)(F)F)=C